3-methyl-9-(2-carboxyethyl)carbonyloxyanthracene CC=1C=CC2=C(C3=CC=CC=C3C=C2C1)OC(=O)CCC(=O)O